COC1=CC=C(C=C1)[S+](CC)CC p-methoxyphenyldiethylsulfonium